N1(CCCCC1)C(=O)OC(C)(C)C tert-butyl hexahydropyridine-1-carboxylate